FC1=C(C=CC(=C1)OC(C)C)C1=NN2C(N=CC=C2)=C1C(=O)OCC Ethyl 2-(2-fluoro-4-propan-2-yloxy-phenyl)pyrazolo[1,5-a]pyrimidine-3-carboxylate